C(C1=CC=CC=C1)N1CN(C(C2=CC(=CC=C12)C(F)(F)F)=O)C=1C(=NC(=CC1)OC)C 1-benzyl-3-(6-methoxy-2-methylpyridin-3-yl)-6-(trifluoromethyl)-2,3-dihydroquinazolin-4(1H)-one